ClC=1C=C(C=C2C=C(N=CC12)NC(=O)[C@H]1[C@@H](C1)C#N)C=1C=NC(=CC1CC)OC(F)F |r| (±)-trans-N-[8-chloro-6-[6-(difluoromethoxy)-4-ethyl-3-pyridyl]-3-isoquinolyl]-2-cyano-cyclopropanecarboxamide